4-methyl-2-[(methylthio)-ethyl]-1,3-dithiolane CC1SC(SC1)CCSC